CC1C2=C(B(O1)O)C=CC(=C2)[N+](=O)[O-] 3-methyl-5-nitrobenzo[C][1,2]oxaborole-1(3H)-ol